NC=1C2=C(N=CN1)N(C(=C2C2=CC=C(C(=O)OC)C=C2)I)C methyl 4-{4-amino-6-iodo-7-methyl-7H-pyrrolo[2,3-d]pyrimidin-5-yl}benzoate